(1s,3s)-3-(7-fluorobenzo[d]thiazol-4-yl)cyclobutan-1-ol FC1=CC=C(C=2N=CSC21)C2CC(C2)O